(+/-)-benzyl ((3-(4-(((3S,4R)-3-fluoropiperidin-4-yl)amino)-1-(2,2,2-trifluoroethyl)-1H-indol-2-yl)-1,2,4-oxadiazol-5-yl)methyl)carbamate F[C@H]1CNCC[C@H]1NC1=C2C=C(N(C2=CC=C1)CC(F)(F)F)C1=NOC(=N1)CNC(OCC1=CC=CC=C1)=O |r|